OC=1C(N(C=CC1)CCCCCCN1N=NC(=C1)C1=CC2=CC=C(C=C2C=C1)OC)C 3-Hydroxy-1-(6-(4-(6-methoxynaphthalen-2-yl)-1H-1,2,3-triazol-1-yl)hexyl)-2-methylpyridin